2-(4,6-dimethoxypyrimidin-5-yl)-4-(4-(1-methyl-4-(trifluoromethyl)-1H-imidazol-2-yl)benzyl)oxazolo[5,4-c]pyridine COC1=NC=NC(=C1C=1OC=2C(=NC=CC2N1)CC1=CC=C(C=C1)C=1N(C=C(N1)C(F)(F)F)C)OC